Trimethyl-[2-[[4-(1-piperidyl)-3-(2-tetrahydropyran-2-ylpyrazol-3-yl)pyrrolo[2,3-b]pyridin-1-yl]methoxy]ethyl]silane C[Si](CCOCN1C=C(C=2C1=NC=CC2N2CCCCC2)C=2N(N=CC2)C2OCCCC2)(C)C